(E)-2-(3-bromobenzylidene)-1-tetralone BrC=1C=C(\C=C/2\C(C3=CC=CC=C3CC2)=O)C=CC1